C=C\C=C/CCCC[C@H]1[C@@H](CCCCCCCC)O1 (3Z,6Z,9S,10R)-9,10-epoxy-octadecadiene